nickel-molybdenum-iron-aluminum [Al].[Fe].[Mo].[Ni]